FC1=C(C=C(C=C1)F)CN1N=C(N=C1)C(=O)N[C@H]1C(N(C=2N(CC1)C(=NC2)C)C)=O 1-[(2,5-Difluorophenyl)methyl]-N-[(3R)-1,7-dimethyl-2-oxo-4,5-dihydro-3H-imidazo[1,5-a][1,3]diazepin-3-yl]-1,2,4-triazol-3-carboxamid